tert-butyl 4-(4-(3'-chloro-2-methoxy-4'-(3-methyl-2-oxoimidazolidin-1-yl)-[1,1'-biphenyl]-3-yl)-6-cyclopropylpyridin-2-yl)piperazine-1-carboxylate ClC=1C=C(C=CC1N1C(N(CC1)C)=O)C1=C(C(=CC=C1)C1=CC(=NC(=C1)C1CC1)N1CCN(CC1)C(=O)OC(C)(C)C)OC